COC(C(C=O)C=1SC=C(C1)C1=CNC2=CC(=CC=C12)F)=O (4-(6-fluoro-1H-indol-3-yl)thiophen-2-yl)-3-oxopropanoic acid methyl ester